ClC=1C=C(C=NC1N1N=CC=N1)NC(=O)[C@@H]1C[C@](C2=C1C=NC=1N2N=C(C1)F)(C1=NN(C=C1)C)C (6R,8R)-N-(5-chloro-6-(2H-1,2,3-triazol-2-yl)pyridin-3-yl)-2-fluoro-8-methyl-8-(1-methyl-1H-pyrazol-3-yl)-7,8-dihydro-6H-cyclopenta[e]pyrazolo[1,5-a]pyrimidine-6-carboxamide